1-(2,5-difluoro-4-methoxybenzyl)piperidin-4-amine FC1=C(CN2CCC(CC2)N)C=C(C(=C1)OC)F